C(#CC)C1=C2C=NNC2=C(C=C1)C(=O)N 4-(Propan-1-yn-1-yl)-1H-indazole-7-carboxamide